Allyl (10aS)-10-hydroxy-6-methoxy-4-oxo-7-((triisopropylsilyl)oxy)-1,2,10,10a-tetrahydroazeto[1,2-a]benzo[e][1,4]diazepine-9(4H)-carboxylate OC1[C@H]2N(C(C3=C(N1C(=O)OCC=C)C=C(C(=C3)OC)O[Si](C(C)C)(C(C)C)C(C)C)=O)CC2